ClC1=CC=C(CN2CC(CC2)NC(OC(C)(C)C)=O)C=C1 tert-Butyl (1-(4-chlorobenzyl)pyrrolidin-3-yl)carbamate